COC=1C=C(C=O)C=C(C1)OCC=C(C)C 3-methoxy-5-((3-methylbut-2-en-1-yl)oxy)benzaldehyde